N-(3,4-difluorophenyl)-1,2,4-trimethyl-5-(2-oxo-2-(pyridin-3-ylamino)acetyl)-1H-pyrrole-3-carboxamide FC=1C=C(C=CC1F)NC(=O)C1=C(N(C(=C1C)C(C(NC=1C=NC=CC1)=O)=O)C)C